dibutyl 2,2'-azobis(2-methylpropionate) N(=NC(C(=O)OCCCC)(C)C)C(C(=O)OCCCC)(C)C